C(C1=CC=CC=C1)OC(=O)NCCN1C(CN(CC1)C(=O)OC(C)(C)C)=O tert-butyl 4-(2-(((benzyloxy)carbonyl)amino)ethyl)-3-oxopiperazine-1-carboxylate